(S)-N-(2,6-dioxopiperidin-3-yl)-N-methylindoline-1-carboxamide O=C1NC(CC[C@@H]1N(C(=O)N1CCC2=CC=CC=C12)C)=O